tert-butyl N-cyclobutyl-N-[(3S)-1-{6-[5-fluoro-2-(methoxymethoxy)-4-(6-methoxypyridazin-4-yl)phenyl]pyridazin-3-yl}pyrrolidin-3-yl]carbamate C1(CCC1)N(C(OC(C)(C)C)=O)[C@@H]1CN(CC1)C=1N=NC(=CC1)C1=C(C=C(C(=C1)F)C1=CN=NC(=C1)OC)OCOC